3-((2S,4S)-2-cyano-4-fluoropyrrolidin-1-yl)-N-(4-fluorophenyl)-3-oxopropanamide C(#N)[C@H]1N(C[C@H](C1)F)C(CC(=O)NC1=CC=C(C=C1)F)=O